(R)-1-(2,5-difluoropyridin-3-yl)ethyl (1-methyl-4-(5-(4-methylisoxazole-5-carboxamido)pyridin-2-yl)-1H-1,2,3-triazol-5-yl)carbamate CN1N=NC(=C1NC(O[C@H](C)C=1C(=NC=C(C1)F)F)=O)C1=NC=C(C=C1)NC(=O)C1=C(C=NO1)C